2-hydroxy-4-Bocamino-aniline OC1=C(N)C=CC(=C1)NC(=O)OC(C)(C)C